C(C)(=O)N[C@H](C(=O)N1[C@@H](C[C@H](C1)O)C(=O)N[C@@H](C)C1=CC=C(C=C1)C#C)C(C)(C)C (2S,4R)-1-((S)-2-acetamido-3,3-dimethylbutanoyl)-N-((S)-1-(4-ethynylphenyl)ethyl)-4-hydroxypyrrolidine-2-carboxamide